tert-butyl(azetidin-3-ylmethyl) (methyl)carbamate CNC(OC(C1CNC1)C(C)(C)C)=O